3-fluoro-2-[4-[[(3R)-1-(2-hydroxyethyl)-3-piperidinyl]amino]pyrido[3,4-d]pyridazin-1-yl]phenol FC=1C(=C(C=CC1)O)C1=C2C(=C(N=N1)N[C@H]1CN(CCC1)CCO)C=NC=C2